tert-butyl 3-(3-(9-((2-((2S,3S)-1-methyl-5-oxo-2-(pyridin-3-yl)pyrrolidine-3-carboxamido)ethyl)carbamoyl)-3-azaspiro[5.5]undecan-3-yl)-3-oxopropoxy)propanoate CN1[C@@H]([C@H](CC1=O)C(=O)NCCNC(=O)C1CCC2(CCN(CC2)C(CCOCCC(=O)OC(C)(C)C)=O)CC1)C=1C=NC=CC1